(S)-3-((S)-sec-butyl)-4-(6-oxo-1,6-dihydropyridine-2-carbonyl)-1,3,4,5-tetrahydro-2H-benzo[e][1,4]diazepin-2-one [C@H](C)(CC)[C@@H]1N(CC2=C(NC1=O)C=CC=C2)C(=O)C=2NC(C=CC2)=O